o-chloro-aniline ClC1=C(N)C=CC=C1